CN([C@@H]1CC[C@H](CC1)C1(OC2=C(O1)C(=CC(=C2C)C(=O)NCC=2C(NC(=CC2SC)C)=O)C2=C(C=CC(=C2)F)OC)C)C 2-(trans-4-(dimethylamino)cyclohexyl)-7-(5-fluoro-2-methoxyphenyl)-2,4-dimethyl-N-((6-methyl-4-(methylthio)-2-oxo-1,2-dihydropyridin-3-yl)methyl)benzo[d][1,3]dioxole-5-carboxamide